NC1=NC(=CC=C1C(C)=O)OCCOC 1-(2-amino-6-(2-methoxyethoxy)pyridin-3-yl)ethan-1-one